N-((2S,4R)-2-ethyl-6-methyl-1,2,3,4-tetrahydroquinolin-4-yl)-2-oxo-6-(trifluoromethyl)-1,2-dihydropyridine-3-carboxamide C(C)[C@@H]1NC2=CC=C(C=C2[C@@H](C1)NC(=O)C=1C(NC(=CC1)C(F)(F)F)=O)C